2-(2-(2-[4-(dimethylamino)phenyl]ethenyl)-6-methyl-4H-pyran-4-ylidene)propanedinitrile CN(C1=CC=C(C=C1)C=CC=1OC(=CC(C1)=C(C#N)C#N)C)C